CC(C)(CCC(C)(OOC(C)(C)C)C)OOC(C)(C)C 2,5-dimethyl-2,5-bis(t-butylperoxy)-hexane